(3,3-dimethylaminopropyl)urea CNC(CCNC(=O)N)NC